(2-chlorophenyl)-7-cyclopropylpyrido[2,3-d]pyrimidin-2(1H)-one ClC1=C(C=CC=C1)N1C(N=CC2=C1N=C(C=C2)C2CC2)=O